2-((R)-1-hydroxyethyl)-6-(benzenesulfonyl)imidazo[4,5-d]pyrazolo[3,4-b]Pyridine O[C@H](C)C1=NC=2C(C=3C(=NC2)N(NC3)S(=O)(=O)C3=CC=CC=C3)=N1